C(C)(C)C=1C(=NNC1C=1C=C(C=2N(C1)N=CN2)OC)C2=CN=C(S2)C2CCNCC2 5-(4-isopropyl-5-(8-methoxy-[1,2,4]triazolo[1,5-a]pyridin-6-yl)-1H-pyrazol-3-yl)-2-(piperidin-4-yl)thiazole